COC1=NC=C(C(=N1)OC)C1=CC(=C(N=N1)C=1SC=CC1)CCC1=CC=CC=C1 6-(2,4-dimethoxypyrimidin-5-yl)-4-phenethyl-3-(thiophen-2-yl)pyridazine